N1C[C@@H](CCC1)NC(OCC1=CC=CC=C1)=O (R)-benzyl piperidin-3-ylcarbamate